CC(CC(C)O)(C)OOC(C)(C)C 4-methyl-4-(t-butylperoxy)-2-pentanol